C1=NC=C2N=C3C=CC=CC3=C21 pyrrolo[3,4-b]indole